S(=O)(=O)(ON1C([C@@H](C1=O)NC(\C(\C=1N=C(SC1)N)=N/OCC1OC2=CC=C(C=C2CC1)C(NCCN)=N)=O)(C)C)O (3S)-3-((Z)-2-(((6-(N-(2-aminoethyl)carbamimidoyl)chroman-2-yl)methoxy)imino)-2-(2-aminothiazol-4-yl)acetamido)-2,2-dimethyl-4-oxoazetidin-1-yl hydrogen sulfate